N=1NN=NC1C1=CC=C(C=N1)OC1=NC=C(C=C1F)Cl 2-((6-(2H-tetrazol-5-yl)pyridin-3-yl)oxy)-5-chloro-3-fluoropyridine